C=1(C(=CC=CC1)C=1C(=CC=CC1)O)O bi-phenol